5-amino-8-(2,6-dimethyl-4-pyridyl)-2-[(4-fluorophenyl)methyl]-7-phenyl-[1,2,4]triazolo[4,3-c]pyrimidin-3-one NC1=NC(=C(C=2N1C(N(N2)CC2=CC=C(C=C2)F)=O)C2=CC(=NC(=C2)C)C)C2=CC=CC=C2